[5-[1-([4-[6-(azetidin-1-yl)-2-methyl-1-oxo-2,7-naphthyridin-4-yl]-2,6-dimethoxyphenyl]methyl)piperidin-4-yl]-1-oxo-3H-isoindol-2-yl]piperidine-2,6-dionecarboxylic acid N1(CCC1)C=1C=C2C(=CN(C(C2=CN1)=O)C)C1=CC(=C(C(=C1)OC)CN1CCC(CC1)C=1C=C2CN(C(C2=CC1)=O)C1C(N(C(CC1)=O)C(=O)O)=O)OC